C1(CC1)CCN(C1=C2CN(C(C2=CC=C1)=O)C1C(NC(CC1)=O)=O)C1CCC(CC1)N[C@@H]1[C@H](CC1)C(F)(F)F 3-{4-[(2-cyclopropylethyl)[(1s,4s)-4-{[(1S,2S)-2-(trifluoromethyl)cyclobutyl]amino}cyclohexyl]amino]-1-oxo-3H-isoindol-2-yl}piperidine-2,6-dione